[Br-].CN(C)C trimethylamine bromide salt